C(CCCCC)C(CCCCCCCCC)C1C(=O)OC(C1)=O 1-hexyldecanyl-succinic anhydride